C(C1=CC=CC=C1)N1CCN(CCCN(CCC1)CC=1C(=C(C=C(C1)C)COC(CO)CO)O)CC=1C(=C(C=C(C1)C)COC(CO)CO)O 2,2'-{(4-benzyl-1,4,8-triazacycloundecane-1,8-diyl)bis[methylene(2-hydroxy-5-methyl-3,1-phenylene)methyleneoxy]}di(propane-1,3-diol)